N-(4-(4-amino-7-iodo-1-isopropyl-1H-pyrazolo[4,3-c]pyridin-3-yl)-2-fluorophenyl)-2-chlorobenzenesulfonamide NC1=NC=C(C2=C1C(=NN2C(C)C)C2=CC(=C(C=C2)NS(=O)(=O)C2=C(C=CC=C2)Cl)F)I